N-hydroxy-1,1-dimethyl-2-(3-(trifluoromethyl)benzoyl)isoindoline-4-carboxamide ONC(=O)C=1C=2CN(C(C2C=CC1)(C)C)C(C1=CC(=CC=C1)C(F)(F)F)=O